(R)-4-(2-(N-(2-chloro-4-fluorobenzyl)-(2,3,4,5,6-pentafluorophenyl)sulfonamido)-N-(3-cyclopropyl-5-(pyrrolidin-1-yl)benzyl)propan-amido)-3-cyclopropylbenzoic acid ClC1=C(CN(S(=O)(=O)C2=C(C(=C(C(=C2F)F)F)F)F)[C@@H](C(=O)N(CC2=CC(=CC(=C2)N2CCCC2)C2CC2)C2=C(C=C(C(=O)O)C=C2)C2CC2)C)C=CC(=C1)F